N-(4-(2-hydroxy-2-methylpropoxy)phenyl)-2-(1-methyl-7-oxo-3-((4-(trifluoromethyl)phenyl)amino)-1,7-dihydro-6H-pyrazolo[4,3-d]pyrimidin-6-yl)acetamide OC(COC1=CC=C(C=C1)NC(CN1C=NC2=C(C1=O)N(N=C2NC2=CC=C(C=C2)C(F)(F)F)C)=O)(C)C